octanediol bis(3-mercapto-3-methylbutyrate) SC(CC(=O)OC(CCCCCCC)OC(CC(C)(C)S)=O)(C)C